[PH3]=[Se] phosphine-selenide